3-iodo-2-fluorobenzotrifluoride IC=1C(=C(C=CC1)C(F)(F)F)F